3-[(3,5-di-tert-butylphenyl)methyl]-1,2-dimethyl-1H-imidazolium C(C)(C)(C)C=1C=C(C=C(C1)C(C)(C)C)C[N+]1=C(N(C=C1)C)C